BrCCP(OCC)(OCC)=O Diethyl (2-bromoethyl)phosphonate